C(#N)C1=CC=2N(N=C1)C(=CC2)C(=O)NC2=CC1=CN(N=C1C=C2C(C)(C)O)C2CC(C2)N2CCN(CC2)C(=O)OC(C)(C)C tert-butyl 4-((1r,3r)-3-(5-(3-cyanopyrrolo[1,2-b]pyridazine-7-carboxamido)-6-(2-hydroxypropan-2-yl)-2H-indazol-2-yl)cyclobutyl)piperazine-1-carboxylate